Cl.C1(CCC1)CNCC=1C=CC=2N(C1)C=C(N2)CN2N=NC(=C2)C=2C=NC=C(C2)N2CCNCC2 1-cyclobutyl-N-((2-((4-(5-(piperazin-1-yl)pyridin-3-yl)-1H-1,2,3-triazol-1-yl)methyl)imidazo[1,2-a]pyridin-6-yl)methyl)methylamine hydrochloride